(P)-6-(benzylthio)-1-(5-fluoro-2-hydroxy-4-((1R,2S)-2-(trifluoromethyl)cyclopropyl)phenyl)quinolin-2(1H)-one C(C1=CC=CC=C1)SC=1C=C2C=CC(N(C2=CC1)C1=C(C=C(C(=C1)F)[C@H]1[C@H](C1)C(F)(F)F)O)=O